N-methyl-2-oxo-4-(o-tolyl)-2H-chromene-7-carboxamide CNC(=O)C1=CC=C2C(=CC(OC2=C1)=O)C1=C(C=CC=C1)C